C(C)(C)(C)N1N=C(C(=C1C)O)C1=CC(=CC(=C1)C(C)(C)C)C(C)(C)C 1-(tert-butyl)-3-(3,5-di(tert-butyl)phenyl)-5-methyl-pyrazole-4-ol